N1N=CC2=CC(=CC=C12)C=1C=NC=2N(C=3N=CC(=CC3OC2C1)C=1C=C2C=NNC2=CC1)CCCN1CC2(COC2)C1 6,12-bis-(1H-indazol-5-yl)-2-(3-{2-oxa-6-azaspiro[3.3]heptan-6-yl}propyl)-9-oxa-2,4,14-triazatricyclo[8.4.0.0^{3,8}]tetradeca-1(10),3(8),4,6,11,13-hexaene